ethyl 4-(4-fluoro-2-methoxy-phenyl)-2-methyl-2-(trifluoromethyl)-3H-furan-5-carboxylate FC1=CC(=C(C=C1)C=1CC(OC1C(=O)OCC)(C(F)(F)F)C)OC